1-cyano-2,6-di-tert-butylbenzene C(#N)C1=C(C=CC=C1C(C)(C)C)C(C)(C)C